C1(=CC=CC=C1)C12C(C(=O)NC1=O)=CC=CC2(C2=CC=C(C=C2)O)C2=CC=C(C=C2)O 2-phenyl-3,3-bis(p-hydroxyphenyl)phthalimide